O.[PbH3].[PbH3] dilead oxide